methyl (Z)-2-(4-((3-(4-fluorophenyl)-3-iodoallyl)oxy)-2-methylphenoxy)acetate FC1=CC=C(C=C1)/C(=C/COC1=CC(=C(OCC(=O)OC)C=C1)C)/I